ClC1=C(C=CC=C1)NC=1C=C2C=NN(C2=CC1F)C=1C=C(SC1)C(=O)NC1CCOCC1 4-(5-((2-chlorophenyl)amino)-6-fluoro-1H-indazol-1-yl)-N-(tetrahydro-2H-pyran-4-yl)thiophene-2-carboxamide